C(C1=CC=CC=C1)(=O)C=1C(=C(C=CC1)CC(=O)O)N(C)C [3-BENZOYL-2-(DIMETHYLAMINO)PHENYL]ACETIC ACID